C(CCCCCCC)(=O)OC(COC(CCCCCCCCCCCCCCCCC)=O)CO 1-O-octadecanoyl-glycerol (monocaprylate)